N-[(3,5-difluorophenyl)methyl]-3-hydroxy-2-oxopyrrolidin-3-carboxamid FC=1C=C(C=C(C1)F)CNC(=O)C1(C(NCC1)=O)O